FC(C=1C=C(CN(C(OC(C)(C)C)=O)C)C=C(C1)F)F tert-butyl (3-(difluoromethyl)-5-fluorobenzyl)(methyl)carbamate